4-((6-(4-fluorophenyl)-3-nitropyridin-2-yl)amino)benzyl acetate C(C)(=O)OCC1=CC=C(C=C1)NC1=NC(=CC=C1[N+](=O)[O-])C1=CC=C(C=C1)F